monomethoxyneopentyl glycol COC(O)C(C)(CO)C